5-(((Naphthalen-1-ylmethyl)amino)pyridinyl)-1H-benzo[d]imidazol-2(3H)-one C1(=CC=CC2=CC=CC=C12)CNC=1C(=NC=CC1)C1=CC2=C(NC(N2)=O)C=C1